1-(1H-benzo[d]imidazol-5-yl)-N-(3-(1,1-difluoroethyl)phenyl)-3-methyl-5-oxo-4,5-dihydro-1H-pyrazole-4-carboxamide N1C=NC2=C1C=CC(=C2)N2N=C(C(C2=O)C(=O)NC2=CC(=CC=C2)C(C)(F)F)C